CN1N=NC2=C1C=CC(=C2)CNC(=O)[C@H]2N(C[C@@H](C2)CC2CCC1(CC1)CC2)C(=O)[C@@H]2NCCC[C@@H]2C(=O)N2CCCC2 (2S,4R)-N-[(1-methylbenzotriazol-5-yl)methyl]-1-[(2R,3S)-3-(pyrrolidine-1-carbonyl)piperidine-2-carbonyl]-4-(spiro[2.5]octan-6-ylmethyl)pyrrolidine-2-carboxamide